ethyl 5-(3-(quinolin-8-yloxy)propyl)isoxazole-3-carboxylate N1=CC=CC2=CC=CC(=C12)OCCCC1=CC(=NO1)C(=O)OCC